(oxetan-3-ylmethyl)-1H-benzo[d]imidazole-6-carboxylic acid O1CC(C1)CN1C=NC2=C1C=C(C=C2)C(=O)O